N-[m-aminomethylphenylmethyl]-γ-aminopropyltrimethoxysilane NCC=1C=C(C=CC1)CNCCC[Si](OC)(OC)OC